[O-]C#N.[O-]C#N.[O-]C#N.C1(=CC(O)=CC(O)=C1)\C=C\C1=CC=C(O)C=C1 trans-resveratrol tricyanate